C1(CC1)C1=C(OC2=CC=C(C(=C2C(=O)NC2=CC(=C(C=C2)F)C(NO)=O)F)C(F)(F)F)C=CC(=C1)F 6-(2-cyclopropyl-4-fluorophenoxy)-2-fluoro-N-(4-fluoro-3-(N-hydroxycarbamoyl)phenyl)-3-(trifluoromethyl)benzamide